[Li+].C(=C)C1=CC=C(C=C1)S(=O)[O-] 4-vinylbenzenesulfinate lithium